1-((4-(2-((1-(cyanomethyl)-1H-pyrazol-4-yl)amino)-5-methylpyrimidin-4-yl)-2-fluorophenoxy)methyl)cyclopropane-carbonitrile C(#N)CN1N=CC(=C1)NC1=NC=C(C(=N1)C1=CC(=C(OCC2(CC2)C#N)C=C1)F)C